N[C@@H]1C2=CC=CC=C2CC12CCN(CC2)C=2C(=NC(=C(N2)C)SC2=C(C(=NC=C2)N)Cl)CO (S)-(3-(1-amino-1,3-dihydrospiro[indene-2,4'-piperidine]-1'-yl)-6-((2-amino-3-chloropyridin-4-yl)thio)-5-methylpyrazin-2-yl)methanol